[Si](C)(C)(C(C)(C)C)O[C@H](C)C1=NN=C(O1)[C@@H]1C[C@H](C1)N1C(C2=CC=CC=C2C1=O)=O 2-[trans-3-[5-[(1R)-1-[(tert-butyldimethylsilyl)oxy]ethyl]-1,3,4-oxadiazol-2-yl]cyclobutyl]-2,3-dihydro-1H-isoindole-1,3-dione